2-(3-aminobutyl)isoindoline-1,3-dione NC(CCN1C(C2=CC=CC=C2C1=O)=O)C